(2S,3S)-1-(((9H-fluoren-9-yl)methoxy)carbonyl)-3-(prop-2-yn-1-yloxy)pyrrolidine-2-carboxylic acid C1=CC=CC=2C3=CC=CC=C3C(C12)COC(=O)N1[C@@H]([C@H](CC1)OCC#C)C(=O)O